1-(2-(pyrazolo[1,5-a]pyrimidine-7-carbonyl)-2-azaspiro[3.3]heptan-6-yl)-3-(3-(trifluoro-methyl)phenyl)urea N1=CC=C2N1C(=CC=N2)C(=O)N2CC1(C2)CC(C1)NC(=O)NC1=CC(=CC=C1)C(F)(F)F